4-(3,4-dimethoxyphenyl)-3-propyl-4,5,6,7-tetrahydrothieno[2,3-c]pyridine COC=1C=C(C=CC1OC)C1C2=C(CNC1)SC=C2CCC